3-[4-[5-(azetidin-3-yl)-4-methyl-pyrimidin-2-yl]-5-cyclopropyl-isoxazol-3-yl]-1-tert-butyl-pyrazolo[3,4-d]pyrimidin-4-amine N1CC(C1)C=1C(=NC(=NC1)C=1C(=NOC1C1CC1)C1=NN(C2=NC=NC(=C21)N)C(C)(C)C)C